N[C@@H](C(=O)O)CC=1N=CNC1 D-2-amino-3-(4-imidazolyl)propionic acid